COC1=C(C2=CC(=CC=C2C=C1)C1=CC(=NC=C1)NC)NCC(C#N)=C 2-[({2-methoxy-7-[2-(methylamino)pyridin-4-yl]naphthalen-1-yl}amino)methyl]prop-2-enenitrile